C1(=CC=CC=C1)S(=O)(=O)C12CCC2C1 1-(phenylsulfonyl)bicyclo[2.1.0]pentane